COC1=NC=C(C=C1)B1OC(C(O1)(C)C)(C)C methoxy-5-(4,4,5,5-tetramethyl-1,3,2-dioxaborolan-2-yl)pyridine